(4-bromo-3-fluorobenzyl)(cyclopropyl)carbamic acid tert-butyl ester C(C)(C)(C)OC(N(C1CC1)CC1=CC(=C(C=C1)Br)F)=O